4,4-bis(carbazol-9-yl)biphenyl C1=CC=CC=2C3=CC=CC=C3N(C12)C1(CC=C(C=C1)C1=CC=CC=C1)N1C2=CC=CC=C2C=2C=CC=CC12